FC=1C=NC(=NC1)N1CC2N(C3=CC=C(C=C3CC2)[N+](=O)[O-])CC1 3-(5-fluoropyrimidin-2-yl)-8-nitro-2,3,4,4a,5,6-hexahydro-1H-pyrazino[1,2-a]quinoline